[Na+].C12(C(=O)CC(CC1)C2(C)C)CS(=O)(=O)[O-] camphorsulfonic acid sodium salt